N-[(1S)-5-[2-(2-aminopyridin-3-yl)-5-(1,3-oxazol-2-yl)imidazo[4,5-b]pyridin-3-yl]-2,3-dihydro-1H-inden-1-yl]-2-fluoro-5-formyl-4-hydroxybenzamide NC1=NC=CC=C1C1=NC=2C(=NC(=CC2)C=2OC=CN2)N1C=1C=C2CC[C@@H](C2=CC1)NC(C1=C(C=C(C(=C1)C=O)O)F)=O